2-bromo-5-(3-(2,2-difluoro-3,3-dimethylbutoxy)phenyl)-4-(2-isopropoxy-6-methylphenyl)thiazole methyl-6-chloro-1-ethyl-1H-pyrrolo[2,3-b]pyridine-4-carboxylate COC(=O)C=1C2=C(N=C(C1)Cl)N(C=C2)CC.BrC=2SC(=C(N2)C2=C(C=CC=C2C)OC(C)C)C2=CC(=CC=C2)OCC(C(C)(C)C)(F)F